C(NC=1C(=CC=CC1)C)NC=1C(=CC=CC1)C methylene-di-o-toluidine